C(=O)(O)CC1=CC=CC=2NC3=CC=CC=C3C(C12)=O carboxymethyl-9-acridanone